(S)-3-chloro-N-(3-(1-((2-ethyl-2H-pyrazolo[3,4-b]pyrazin-6-yl)amino)ethyl)phenyl)-4-((4-methylpiperazin-1-yl)methyl)benzamide ClC=1C=C(C(=O)NC2=CC(=CC=C2)[C@H](C)NC=2C=NC=3C(N2)=NN(C3)CC)C=CC1CN1CCN(CC1)C